C(CCCCCCCCCCCCCCC)OCCCCCCCCCCCCCCCC monocetyl ether